C(C)(C)(C)OC(=O)N1CCC=2N(N=C3CCN(CC1C23)C(C=C)=O)C2=C(C=C(C=C2)C2C(CC2)(F)F)O.[2H]C(C(=O)N)[2H] dideuteroacetamide tert-butyl-7-acryloyl-2-(4-(2,2-difluorocyclobutyl)-2-hydroxyphenyl)-2,3,4,5a,6,7,8,9-octahydro-5H-1,2,5,7-tetraazabenzo[cd]azulene-5-carboxylate